(R)-N-(2-(diethylamino)ethyl)-5-ethyl-2-(6-(2-ethyl-5-fluoro-4-hydroxyphenyl)-1H-indazol-3-yl)-N-methyl-4,5,6,7-tetrahydro-3H-imidazo[4,5-c]pyridine-6-carboxamide C(C)N(CCN(C(=O)[C@H]1CC2=C(CN1CC)NC(=N2)C2=NNC1=CC(=CC=C21)C2=C(C=C(C(=C2)F)O)CC)C)CC